OCCCC(CCC=C(CCC=O)C)C 11-hydroxy-4,8-dimethylundec-4-enal